(S)-N1-(3-fluorophenethyl)-N2-(5-methyl-7-(3-morpholinoprop-1-yn-1-yl)-4-oxo-2,3,4,5-tetrahydrobenzo[b][1,4]oxazepin-3-yl)oxalamide FC=1C=C(CCNC(C(=O)N[C@@H]2C(N(C3=C(OC2)C=CC(=C3)C#CCN3CCOCC3)C)=O)=O)C=CC1